Ethyl 3-((4-chloro-2-(1,3-dioxolan-2-yl) benzyl) amino)-1H-pyrrole-2-carboxylate ClC1=CC(=C(CNC2=C(NC=C2)C(=O)OCC)C=C1)C1OCCO1